2-({3-[4-(tert-butoxy)phenyl]propyl}({[(9H-fluoren-9-yl)methoxy]carbonyl})amino)acetic acid C(C)(C)(C)OC1=CC=C(C=C1)CCCN(CC(=O)O)C(=O)OCC1C2=CC=CC=C2C=2C=CC=CC12